3-{[(tert-butoxy)carbonyl]Amino}cyclobutane-1-carboxylic acid ethyl ester C(C)OC(=O)C1CC(C1)NC(=O)OC(C)(C)C